C(C)(C)(C)N1CC(C(C1)N=[N+]=[N-])(F)F tert-butyl-4-azido-3,3-difluoropyrrolidine